(N-tert-butyl-3-(5-methyl-2-(4-methylpiperazin-1-yl)phenylamino)pyrimidin-4-ylamino)benzenesulfonamide C(C)(C)(C)N(C=1N(CN=CC1)NC1=C(C=CC(=C1)C)N1CCN(CC1)C)C1=C(C=CC=C1)S(=O)(=O)N